1-allyl-3-aminopropylimidazole tetrafluoroborate F[B-](F)(F)F.C(C=C)C(CCN)C=1NC=CN1